Chlorobenzoat ClC1=C(C(=O)[O-])C=CC=C1